C1(CCCCC1)[C@@H](C(=O)N1CCN(CC1)C(=O)C1=CC2=CN(N=C2C=C1)C)NC([C@H](C)NC)=O (S)-N-((S)-1-cyclohexyl-2-(4-(2-meth-yl-2H-indazole-5-carbonyl)piperazin-1-yl)-2-oxoethyl)-2-(methylamino)propanamide